2,2'-(1,4-phenylene)bis(3-(pyridin-4-yl)acrylonitrile) C1(=CC=C(C=C1)C(C#N)=CC1=CC=NC=C1)C(C#N)=CC1=CC=NC=C1